BrC1=CC=C2C(=C1)OCC[C@]21NCOC1 (S)-7-bromospiro[chroman-4,4'-oxazolidine]